C1(=CC=CC2=CC=CC=C12)NCC1=CC=CC=C1 (1-naphthyl)benzylamine